1-(4-Chloro-2-fluorophenyl)-N-((1,2,3,5,6,7-hexahydro-s-indacen-4-yl)carbamoyl)methanesulfonamide, Sodium Salt [Na].ClC1=CC(=C(C=C1)CS(=O)(=O)NC(NC1=C2CCCC2=CC=2CCCC12)=O)F